(R)-cyclobutyl(2-methylpiperazin-1-yl)methanone C1(CCC1)C(=O)N1[C@@H](CNCC1)C